C(CCCCCCCCC)(N)N decandiamine